3bH,4H,5H,9bH,10H,11H,11aH-cyclopenta[a]phenanthren-1-yl heptanoate C(CCCCCC)(=O)OC1=CC=C2C1CCC1C=3C=CC=CC3CCC21